3-{3-[4-(1-aminocyclobutyl)phenyl]-5-phenylimidazo[4,5-b]pyridin-2-yl}pyridin-2-amine NC1(CCC1)C1=CC=C(C=C1)N1C(=NC=2C1=NC(=CC2)C2=CC=CC=C2)C=2C(=NC=CC2)N